NC1=CC(=C(C=C1OC)N1CCN(CC1)C(C(F)(F)F)=O)C=1C=NN(C1)C 1-(4-(4-Amino-5-methoxy-2-(1-methyl-1H-pyrazol-4-yl)phenyl)piperazin-1-yl)-2,2,2-Trifluoroethane-1-one